CONC(N(C1=CC=CC=C1)C1CCCCC1)=O (E)-methoxy-1-cyclohexyl-1-phenylurea